COC1=C(C=CC(=C1)C)C1=NN=C(C2=CC(=CC=C12)C(F)(F)F)N[C@H]1CNCCC1 (R)-3-((4-(2-methoxy-4-methylphenyl)-7-(trifluoromethyl)phthalazin-1-yl)amino)piperidine